4,6-difluoro-3-(1-methylpiperidin-3-yl)-1H-indole FC1=C2C(=CNC2=CC(=C1)F)C1CN(CCC1)C